C(C)(C)(C)OC(NCC1=CC(=CC=C1)Br)=O 3-Bromobenzyl-carbamic acid tert-butyl ester